(3-azabicyclo[2.2.1]hept-3-yl)-2-[(2-methylpyrazol-3-yl)amino]pyridine-3-carbonitrile C12CN(C(CC1)C2)C2=C(C(=NC=C2)NC=2N(N=CC2)C)C#N